FC(C1=NC=CC(=C1)C1=NOC(=N1)[C@H](C)N)(F)F (1S)-1-[3-[2-(trifluoromethyl)-4-pyridyl]-1,2,4-oxadiazol-5-yl]ethanamine